(R)-2-((S)-9-(6,6-difluoro-2-azaspiro[3.3]heptan-2-yl)-5-methyl-5,6-dihydroimidazo[1,5-a]pyrazolo[5,1-c]pyrazin-3-yl)-1,1,1-trifluoropropan-2-ol FC1(CC2(CN(C2)C2=NN3C(C=4N([C@H](C3)C)C(=NC4)[C@@](C(F)(F)F)(C)O)=C2)C1)F